ClC=1C(=NC=CN1)CNC=O N-((3-Chloropyrazin-2-yl)methyl)carboxamide